C(#N)CS(=O)(=O)NC12CC(C1)(C2)N2C=NC=1C2=C2C(=NC1)NC=C2 1-cyano-N-(3-(imidazo[4,5-d]pyrrolo[2,3-b]pyridin-1(6H)-yl)bicyclo[1.1.1]pentan-1-yl)methanesulfonamide